tert-butyl 4-{4-[6-(2-cyano-6-fluoro-3-{[(3R)-3-fluoropyrrolidin-1-ylsulfonyl]amino}phenoxy)-4-oxoquinazolin-3-yl]-3-methoxyphenyl}piperazine-1-carboxylate C(#N)C1=C(OC=2C=C3C(N(C=NC3=CC2)C2=C(C=C(C=C2)N2CCN(CC2)C(=O)OC(C)(C)C)OC)=O)C(=CC=C1NS(=O)(=O)N1C[C@@H](CC1)F)F